FC1=C(C(=O)N)C=C(C(=C1[N+](=O)[O-])C)F 2,5-difluoro-4-methyl-3-nitrobenzamide